C(C=C)(=O)OCCCCCCOC1=CC=C(C(=O)OC2=C(C=C(C=C2)OC(C2=CC=C(C=C2)OCCCCCCOC(C=C)=O)=O)C)C=C1 2-methyl-1,4-phenylene bis(4-((6-(acryloyloxy) hexyl) oxy) benzoate)